1-acetyl-N-(3-chlorobenzyl)-1H-indole-3-carboxamide C(C)(=O)N1C=C(C2=CC=CC=C12)C(=O)NCC1=CC(=CC=C1)Cl